N-(3-ethylpropyl)glycine C(C)CCCNCC(=O)O